tertbutyl 3-amino-8-azabicyclo[3.2.1]octane-8-carboxylate NC1CC2CCC(C1)N2C(=O)OC(C)(C)C